FC(C=1C(=CNC(C1)=O)C(=O)NC=1C(=CC(=C(C1)C=1CCN(CC1)C(=O)OC1CC(C1)(F)F)F)N1C[C@H](N(CC1)C)C)F |r| (3,3-difluorocyclobutyl) 4-[5-[[4-(difluoromethyl)-6-oxo-1H-pyridine-3-carbonyl]amino]-2-fluoro-4-[rac-(3R)-3,4-dimethylpiperazin-1-yl]phenyl]-3,6-dihydro-2H-pyridine-1-carboxylate